CN(C(C(N)=O)=O)CC1=C(C=C(C=C1)C(F)(F)F)C N'-methyl-N'-[[2-methyl-4-(trifluoromethyl)phenyl]methyl]oxamide